1-[8-Chloro-3-methyl-5-(1H-pyrazol-4-yl)imidazo[1,5-a]pyridin-6-yl]ethanone ClC=1C=2N(C(=C(C1)C(C)=O)C=1C=NNC1)C(=NC2)C